N-(1-(2-(4-(trifluoromethyl)phenyl)pyrido[3,2-d]pyrimidin-4-yl)pyrrolidin-3-yl)acrylamide FC(C1=CC=C(C=C1)C=1N=C(C2=C(N1)C=CC=N2)N2CC(CC2)NC(C=C)=O)(F)F